R-3-aminopiperidine N[C@H]1CNCCC1